3-bromo-6-hydroxycyclohexa-2,4-dien-1-one BrC1=CC(C(C=C1)O)=O